C(C)C1=CC=C2C=NN(C2=C1NS(=O)(=O)C=1N=NN(C1)C1=CC(=NC=C1)C(F)(F)F)C N-(6-ETHYL-1-METHYL-1H-INDAZOL-7-YL)-1-(2-(TRIFLUOROMETHYL)PYRIDIN-4-YL)-1H-1,2,3-TRIAZOLE-4-SULFONAMIDE